BrC1=CC(=NC=C1)C(C(=O)C1=CC=C(C=N1)NC(CC1=CC=C(C=C1)S(=O)(=O)CC)=O)(C)C N-(6-(2-(4-bromopyridin-2-yl)-2-methylpropionyl)pyridin-3-yl)-2-(4-(ethylsulfonyl)phenyl)acetamide